tert-butyl 4-[3-(methoxycarbonyl)bicyclo[1.1.1]pentan-1-yl]-2,3-dihydroindole-1-carboxylate COC(=O)C12CC(C1)(C2)C2=C1CCN(C1=CC=C2)C(=O)OC(C)(C)C